CC(CC(C)=O)=O.[Li] lithium (2,4-pentanedione)